ClC=1C(=C(C=C(C1)OCOC)B1OC(C(O1)(C)C)(C)C)C1[C@@H](C1)C 2-[3-chloro-5-(methoxymethoxy)-2-[(2R)-2-methylcyclopropyl]phenyl]-4,4,5,5-tetramethyl-1,3,2-dioxaborolane